FC(CC(C(=O)N1C[C@H]2OC3=C([C@@H]1C2)C=NC=C3C#N)(C)C)(F)F (2S,5S)-4-(4,4,4-trifluoro-2,2-dimethylbutanoyl)-2,3,4,5-tetrahydro-2,5-methanopyrido[3,4-f][1,4]oxazepine-9-carbonitrile